3-(5-cyclopropylisoxazol-3-yl)-1H-pyrazolo[3,4-d]pyrimidin-4-amine C1(CC1)C1=CC(=NO1)C1=NNC2=NC=NC(=C21)N